tert-butyl (3-(2,6-dioxopiperidin-3-yl)-1,7-dimethyl-1H-indazol-6-yl)carbamate O=C1NC(CCC1C1=NN(C2=C(C(=CC=C12)NC(OC(C)(C)C)=O)C)C)=O